BrC1=CC=C2C(C(N(C(C2=C1)=O)C)=O)(C[Se]C#N)C 7-bromo-2,4-dimethyl-4-(selenocyanatomethyl)isoquinoline-1,3(2H,4H)-dione